C1(CC1)OC1=NC=CC(=N1)COC1=CC=C(C=C1)C(C)(C)C1=CC=C(OCCCNC=2C=C3C(N(C(C3=CC2)=O)C2C(NC(CC2)=O)=O)=O)C=C1 5-((3-(4-(2-(4-((2-cyclopropyloxypyrimidin-4-yl)methoxy)phenyl)propan-2-yl)phenoxy)propyl)amino)-2-(2,6-dioxopiperidin-3-yl)isoindolin-1,3-dione